O=C1NC(CCC1N1C(C2=CC=CC=C2C1=O)=O)=O 2-(2,6-dioxo-3-piperidinyl)isoindole-1,3-dione